2-(2,6-Difluorophenyl)-N-[(3S)-9-fluoro-2-oxo-5-phenyl-1,3-dihydro-1,4-benzodiazepin-3-yl]pyrazolo[1,5-a]-pyrimidine-3-carboxamide FC1=C(C(=CC=C1)F)C1=NN2C(N=CC=C2)=C1C(=O)N[C@@H]1C(NC2=C(C(=N1)C1=CC=CC=C1)C=CC=C2F)=O